N[C@H]1CC=CC[C@@H]1C1=C(C2=NC(=CC(=C2S1)NCC1=CC=CC=C1)Cl)Cl 2-((1s,6s)-6-aminocyclohex-3-en-1-yl)-N-benzyl-3,5-dichlorothieno[3,2-b]pyridin-7-amine